1,2-diphenyl-3-(2,4-dimethylphenylsulfanyl)propan-1-one C1(=CC=CC=C1)C(C(CSC1=C(C=C(C=C1)C)C)C1=CC=CC=C1)=O